ClC=1N=C(C=2N=CN([C@H]3CC[C@@H](CO)O3)C2N1)N 2',3'-dideoxy-2-chloroadenosine